BrC1=C(C(=NN1C1=CC=CC=C1)C1=C(C=CC(=C1)F)F)C=O 5-BROMO-3-(2,5-DIFLUOROPHENYL)-1-PHENYL-1H-PYRAZOLE-4-CARBOXALDEHYDE